N-((6-(3-methyl-1H-pyrrolo[2,3-b]pyridine-5-yl)isochroman-8-yl)methyl)propan-2-amine CC1=CNC2=NC=C(C=C21)C=2C=C1CCOCC1=C(C2)CNC(C)C